COC=1C=C(C=CC1OC)NC(C1=CC(=CC=C1)S(=O)(=O)N1C(CC2=CC=CC=C12)C)=O N-(3,4-dimethoxyphenyl)-3-((2-methylindolin-1-yl)sulfonyl)benzamide